O=C1NC(CCC1N1C(C2=CC=C(C=C2C1=O)N1CC(CC1)CN1CCC(CC1)C1=CC=C(C=C1)NC=1N=C(N=NC1C(=O)N)OC1=CC(=CC=C1)O)=O)=O 5-((4-(1-((1-(2-(2,6-dioxopiperidin-3-yl)-1,3-dioxoisoindolin-5-yl)pyrrolidine-3-yl)methyl)piperidin-4-yl)phenyl)amino)-3-(3-hydroxyphenoxy)-1,2,4-triazine-6-carboxamide